C[C@]12CC3(CC(C[C@@](C1)(C3)C)C2)NC(NC2CCC(CC2)OC2=CC=C(C=C2)NC(C)=O)=O N-(4-(((1R,4r)-4-(3-((1R,3R,5S,7R)-3,5-dimethyladamantan-1-yl)ureido)cyclohexyl)oxy)phenyl)acetamide